C(\C=C\C(=O)OCCCO)(=O)OCCCO di(hydroxypropyl) fumarate